C(C=C=C)NC(OC(C)(C)C)=O tert-butyl but-2,3-dien-1-ylcarbamate